6-N-(2-amino-2-pyridin-3-ylethyl)-4-N-[(3-chloro-4-methylphenyl)methyl]-1-methylpyrazolo[3,4-d]pyrimidine-4,6-diamine NC(CNC1=NC(=C2C(=N1)N(N=C2)C)NCC2=CC(=C(C=C2)C)Cl)C=2C=NC=CC2